C(C)OC(=O)C1=NC(=NC(=N1)C(=O)OCC)C(=O)OCC triethyl-1,3,5-triazine-2,4,6-tricarboxylic acid